C1(=CC=CC=C1)/[N+](=C/C=1SC=CC1)/[O-] (Z)-N-phenyl-1-(thiophen-2-yl)methanimine oxide